FC([C@@H](C)N)(F)F (R)-1,1,1-trifluoro-2-propylamine